2-(6-{5-chloro-2-[(2-acetamidoethyl)-amino]pyrimidin-4-yl}-1-oxo-2,3-dihydro-1H-isoindol-2-yl)-N-[(1R)-1-(3-methoxyphenyl)-ethyl]acetamide ClC=1C(=NC(=NC1)NCCNC(C)=O)C1=CC=C2CN(C(C2=C1)=O)CC(=O)N[C@H](C)C1=CC(=CC=C1)OC